vinyl-methylbis(trimethylsiloxy)silane C(=C)[Si](O[Si](C)(C)C)(O[Si](C)(C)C)C